C(C=CCCCCCCCCCCCCCCCCCC)(=O)N heneicosenoic acid amide